CC([C@@H](C(=O)O)N)(CCC1=CC=CC=C1)C (2S)-3,3-dimethyl-2-amino-5-phenylpentanoic acid